O[C@H]1[C@H]([C@@H](CC1)N1C(C(=CC2=C1N=C(N=C2)NC2C(CN(CC2([2H])[2H])S(=O)(=O)C)([2H])[2H])C([2H])([2H])[2H])=O)C (-)-8-((1R,2S,3R)-3-hydroxy-2-methylcyclopentyl)-6-(methyl-d3)-2-((1-(methylsulfonyl)piperidin-4-yl-3,3,5,5-d4)-amino)pyrido[2,3-d]pyrimidin-7(8H)-one